C(C)OC(C=CN1C(C2=CC=CC=3C2=C(C1=O)C=CC3N(C)C)=O)=O 6-(dimethylamino)-1,3-dioxo-1H-benzo[de]isoquinoline-2(3H)-acrylic acid ethyl ester